ethyl 2-((5-acrylamido-4-((2-(dimethylamino)ethyl)(methyl)amino)-2-methoxyphenyl)amino)-4-(8-fluoro-2-oxo-5,6-dihydro-4H-imidazo[4,5,1-ij]quinolin-1(2H)-yl)pyrimidine-5-carboxylate C(C=C)(=O)NC=1C(=CC(=C(C1)NC1=NC=C(C(=N1)N1C(N2CCCC3=CC(=CC1=C23)F)=O)C(=O)OCC)OC)N(C)CCN(C)C